2-amino-4-phenoxy-6-phenyl-pyrimidine-5-carbonitrile NC1=NC(=C(C(=N1)OC1=CC=CC=C1)C#N)C1=CC=CC=C1